(e)-2-methyl-2-butenoate C/C(/C(=O)[O-])=C\C